2-ethyl-3,5-lutidine C(C)C1=NC=C(C=C1C)C